FC1=NC=CC(=C1C(C(C)C)=O)I 1-(2-fluoro-4-iodopyridin-3-yl)-2-methylpropane-1-one